OC(CCCCCCCCCCCCCC(=O)O)CC=CCC=CC 15-Hydroxy-docosa-17,20-dienoic acid